O1CC(CCC1)N1N=CC(=C1C(F)(F)F)C(=O)O 1-(tetrahydro-2H-pyran-3-yl)-5-(trifluoromethyl)-1H-pyrazole-4-carboxylic acid